C(C1=CC=CC=C1)N1CCC(CC1)NC(=O)C1=C(C=C2C=NN(C2=C1)CC(C)C)OC1=CC=C(C=C1)F 5-(4-fluorophenoxy)-1-isobutyl-1H-indazole-6-carboxylic acid (1-benzylpiperidin-4-yl) amide